FC1=C(C=CC=C1)NC1=NC(=NC=C1C(=O)N)NC1=C(C=C2CCN(CC2=C1)C)OC 4-[(2-fluorophenyl)amino]-2-[(6-methoxy-2-methyl-1,2,3,4-tetrahydroisoquinolin-7-yl)amino]pyrimidine-5-carboxamide